OCCCCCC1P2CCCC1CCC2 9-(5-hydroxypentyl)phosphabicyclo[3.3.1]nonane